C(C)(C)(C)C=1C=C(C(=C(C1)NC(NC1=CC=C(C2=CC=CC=C12)OC1=CC(=NC=C1)NC=1C=C(OCCOCC=2C=CSC2)C=C(C1)OC)=O)OC)NS(=O)(=O)C 4-((2-(3-((4-((4-(3-(5-(tert-Butyl)-2-methoxy-3-(methylsulfonamido)phenyl)ureido)naphthalin-1-yl)oxy)pyridin-2-yl)amino)-5-methoxyphenoxy)ethoxy)methyl)thiophen